6-(3-hydroxy-3-methylazetidin-1-yl)-4-(6-(6-((2-methoxypyrimidin-5-yl)methyl)-3,6-diazabicyclo[3.1.1]heptan-3-yl)pyridin-3-yl)pyrazolo[1,5-a]pyridine-3-carbonitrile OC1(CN(C1)C=1C=C(C=2N(C1)N=CC2C#N)C=2C=NC(=CC2)N2CC1N(C(C2)C1)CC=1C=NC(=NC1)OC)C